N-(5-chloro-6-(2H-1,2,3-triazol-2-yl)pyridin-3-yl)-5-cyclopropyl-1-(2-carbonyl-1,2-dihydrobenzo[cd]indol-6-yl)-1H-pyrazole-4-carboxamide ClC=1C=C(C=NC1N1N=CC=N1)NC(=O)C=1C=NN(C1C1CC1)C=1C=2C3=C(C(NC3=CC1)=C=O)C=CC2